3-[5-(Difluoromethyl)-4-(ethoxycarbonyl)-1H-pyrazol-1-yl]piperidine-1-carboxylic acid tert-butyl ester C(C)(C)(C)OC(=O)N1CC(CCC1)N1N=CC(=C1C(F)F)C(=O)OCC